ClC1=CC=C2C(=CNC2=C1C1=NC(=CC=C1)C)S(=O)(=O)NC1=NC(=C(C(=N1)OC)OCC(F)F)OC 6-chloro-N-[5-(2,2-difluoroethoxy)-4,6-dimethoxy-pyrimidin-2-yl]-7-(6-methyl-2-pyridinyl)-1H-indole-3-sulfonamide